CN(CCNC(CNC(C1=C(C=CC=C1)CC)=O)=O)C N-[2-[2-(dimethylamino)ethylamino]-2-oxo-ethyl]-2-ethyl-benzamide